(1r,3r)-3-(4-(1-(4-((2-acetylpyrimidin-5-yl)oxy)phenyl)cyclohexyl)phenoxy)cyclobutane C(C)(=O)C1=NC=C(C=N1)OC1=CC=C(C=C1)C1(CCCCC1)C1=CC=C(OC2CCC2)C=C1